1-(11Z,14Z-eicosadienoyl)-2-(7Z,10Z,13Z,16Z-docosatetraenoyl)-glycero-3-phosphoserine CCCCC/C=C\C/C=C\CCCCCCCCCC(=O)OC[C@H](COP(=O)(O)OC[C@@H](C(=O)O)N)OC(=O)CCCCC/C=C\C/C=C\C/C=C\C/C=C\CCCCC